C(C1=CC=CC=C1)C=1C=2N(C=C(N1)C1=NC(=NN1)C(F)(F)F)N=CN2 8-benzyl-6-(3-(trifluoromethyl)-1H-1,2,4-triazol-5-yl)-[1,2,4]triazolo[1,5-a]pyrazine